1,1,3,3-tetramethyluronium hexafluorophosphate tert-butyl-(S)-(2-(1H-indol-3-yl)-1-phenylethyl)carbamate C(C)(C)(C)N(C([O-])=O)[C@@H](CC1=CNC2=CC=CC=C12)C1=CC=CC=C1.F[P-](F)(F)(F)(F)F.C[N+](=C(O)N(C)C)C.C[N+](=C(O)N(C)C)C